3-Methyl-4-((1-methylpiperidin-4-yl)oxy)aniline CC=1C=C(N)C=CC1OC1CCN(CC1)C